acetyl(4-fluorobenzyl)amino-7-[(dimethylamino)methyl]-6-hydroxy-1-benzothiophene-3-carboxylate hydrochloride Cl.C(C)(=O)C1=CC(=C(C2=C1C(=C(S2)NCC2=CC=C(C=C2)F)C(=O)O)CN(C)C)O